FC=1C(=CC(=NC1)O)C1=CC=2C(NCCC2N1)=O 2-(5-fluoro-2-hydroxypyridin-4-yl)-1,5,6,7-tetrahydro-4H-pyrrolo[3,2-c]pyridin-4-one